2-Amino-7-fluoro-4-(5-fluoro-3-((R)-3-(4-(oxetan-3-yl)piperazin-1-yl)pyrrolidin-1-yl)-7,9-dihydrofuro[3,4-f]quinazolin-6-yl)thieno[3,2-c]pyridine-3-carbonitrile NC1=C(C=2C(=NC=C(C2S1)F)C=1C2=C(C=3C=NC(=NC3C1F)N1C[C@@H](CC1)N1CCN(CC1)C1COC1)COC2)C#N